C(C1=CC=CC=C1)OC(=O)N1CCC2(C[C@H]2C=O)CC1 (1R)-1-formyl-6-azaspiro[2.5]octane-6-carboxylic acid benzyl ester